(E)-2-(2-(aminomethyl)-3-fluoroallyl)-1,3-dibromo-5-cyclopropyl-2,5,6,7-tetrahydro-4H-pyrrolo[3,4-c]pyridin-4-one hydrochloride Cl.NC/C(/CN1C(=C2C(N(CCC2=C1Br)C1CC1)=O)Br)=C\F